1-benzyl-4-[2-(2-ethoxypyridin-3-yl)pyrimidin-5-yl]piperidine-4-carboxylic acid C(C1=CC=CC=C1)N1CCC(CC1)(C(=O)O)C=1C=NC(=NC1)C=1C(=NC=CC1)OCC